C1NCCC12CCC(CC2)NC2=CC=C1C(=NN(C1=C2)C)C2C(NC(CC2)=O)=O 3-(6-((2-azaspiro[4.5]decan-8-yl)amino)-1-methyl-1H-indazol-3-yl)piperidine-2,6-dione